C(CCCCCCCCCCC)S Normal dodecyl mercaptan